N-(5-(tert-butyl)-1-methyl-1H-pyrazol-3-yl)-1-(imidazo[1,2-a]pyrazin-3-ylmethyl)indoline-6-carboxamide C(C)(C)(C)C1=CC(=NN1C)NC(=O)C1=CC=C2CCN(C2=C1)CC1=CN=C2N1C=CN=C2